mono-N-methylpyrrolidone CN1C(CCC1)=O